2-(((1R)-1-(3-cyano-2-(6,6-difluoro-2-azabicyclo[2.2.1]heptan-2-yl)-7-methyl-4-oxo-4H-pyrido[1,2-a]pyrimidin-9-yl)ethyl)amino)benzoic acid C(#N)C1=C(N=C2N(C1=O)C=C(C=C2[C@@H](C)NC2=C(C(=O)O)C=CC=C2)C)N2C1C(CC(C2)C1)(F)F